C(C)C(CCCCC)N1C(=O)C2C3C=CC(C2C1=O)C3 N-(1-ethylhexyl)-bicyclo[2.2.1]Hept-5-ene-2,3-dicarboximide